ClC1=C(C=CN=N1)N1CCCCC1 6-chloro-5-(piperidin-1-yl)pyridazin